CC1([C@H]2CN([C@@H]([C@@H]12)C(=O)O)C([C@H](C(C)C)NC(=O)[C@@H]1COCC1)=O)C (1R,2S,5S)-6,6-dimethyl-3-[(2S)-3-methyl-2-[[(3S)-tetrahydrofuran-3-carbonyl]amino]butanoyl]-3-azabicyclo[3.1.0]hexane-2-carboxylic acid